ClC1=CC(=C(C=N1)NC(=O)C1(CN(C1)C(=O)C1=CC(=NO1)O)C1=C(C=CC=C1)C(C)C)OC N-(6-chloro-4-methoxypyridin-3-yl)-1-(3-hydroxyisoxazole-5-carbonyl)-3-(2-isopropylphenyl)azetidine-3-carboxamide